ClC(CO)=C(CCC=C(CCC=C(CCC=C(C)C)C)C)C 2-chloro-3,7,11,15-tetramethylhexadeca-2,6,10,14-tetraen-1-ol